BrC1=CC=C2CC3(C(NC2=C1)=O)CN(CC3)C(=O)OC(C)(C)C tert-butyl 7'-bromo-2'-oxo-1',4'-dihydro-2'H-spiro[pyrrolidine-3,3'-quinoline]-1-carboxylate